C(C)(C)(C)C1N2C(C3=CC(=C(C=C3C1)C=1C=NC(=CC1)N1CCN(CC1)C)OC)=CC(C(=C2)C(=O)O)=O 6-tert-butyl-10-methoxy-9-[6-(4-methylpiperazin-1-yl)pyridin-3-yl]-2-oxo-6,7-dihydro-2H-pyrido[2,1-a]isoquinoline-3-carboxylic acid